C(C=C)N1C(N(C(N(C1=O)CC=C)=O)CC=C)=O 1,3,5-tris-2-propenyl-1,3,5-triazine-2,4,6(1H,3H,5H)-trione